F[C@H]1CN(CC[C@H]1NC1=NN2C(C(=N1)OC)=C(C=C2)C=2C=C1N=CC=NC1=CC2)CCF N-((3S,4R)-3-fluoro-1-(2-fluoroethyl)piperidin-4-yl)-4-methoxy-5-(quinoxalin-6-yl)pyrrolo[2,1-f][1,2,4]triazin-2-amine